(o-fluorophenyl){6-[3-methyl-1-(o-tolyl)-5-pyrazolyl]-2-aza-2-spiro[3.3]heptyl}methanone FC1=C(C=CC=C1)C(=O)N1CC2(C1)CC(C2)C2=CC(=NN2C2=C(C=CC=C2)C)C